FC(C1=CC=C(C=C1)C1=CC(=NC=C1)C(=O)NC=1C=C(CN2C[C@H](CCC2)NC(OC(C)(C)C)=O)C=C(C1)N1C=NC(=C1)C)F tert-butyl (S)-(1-(3-(4-(4-(difluoromethyl)phenyl)picolinamido)-5-(4-methyl-1H-imidazol-1-yl)benzyl)piperidin-3-yl)carbamate